4-cyano-pyrazol C(#N)C=1C=NNC1